O[C@@H]1C[C@H](N(C1)C([C@H](C(C)(C)C)NC(CCCC(=O)O)=O)=O)C(N[C@@H](C)C1=CC=C(C=C1)C1=C(N=CS1)C)=O 5-(((S)-1-((2S,4R)-4-Hydroxy-2-(((S)-1-(4-(4-methylthiazol-5-yl)phenyl)ethyl)carbamoyl)pyrrolidin-1-yl)-3,3-dimethyl-1-oxobutan-2-yl)amino)-5-oxopentanoic acid